ethyl 2-(3-(5-(tert-butoxycarbonyl)-1H-pyrazol-3-yl)phenyl)oxazole-5-carboxylate C(C)(C)(C)OC(=O)C1=CC(=NN1)C=1C=C(C=CC1)C=1OC(=CN1)C(=O)OCC